2,2-Diethylpropandiol C(C)C(C(O)O)(C)CC